C1CCC2CC=CCC12 1,3,3a,4,7,7a-hexahydro-2H-indene